CCCC(=O)OCCCN1C(CCC1)=O N-(3-methylpropanoyloxypropyl)-2-pyrrolidone